C(C)(C)(C)OC1=CC=C(N(C)CC2CN(C2)C(=O)OC(C)(C)C)C=C1 tert-butyl 3-[(4-tert-butoxy-N-methyl-anilino)methyl]azetidine-1-carboxylate